3-deoxy-D-arabino-heptulosonate C(C(=O)C[C@@H](O)[C@H](O)[C@H](O)CO)(=O)[O-]